[Si](C)(C)(C(C)(C)C)OCC1=NC(=NC=C1)CC1(C2=C(N=C(N1)NC)N(C=C2I)S(=O)(=O)C2=CC=C(C)C=C2)N 4-((4-(((tert-butyldimethylsilyl)oxy)methyl)pyrimidin-2-yl)methyl)-5-iodo-N2-methyl-7-Tosyl-7H-pyrrolo[2,3-d]pyrimidine-2,4-diamine